COC(NC1CCCCC2=C(N(C=C21)C)C(NC2=CC(=C(C=C2)F)Cl)=O)=O (1-((3-chloro-4-fluorophenyl)carbamoyl)-2-methyl-2,4,5,6,7,8-hexahydrocyclohepta[c]pyrrol-4-yl)carbamic acid methyl ester